bis(2-ethylhexyl) β-ethyldodecanedioate C(C)C(CC(=O)OCC(CCCC)CC)CCCCCCCCC(=O)OCC(CCCC)CC